methyl (S)-2-(2,6-difluorobenzamido)-3-(8-(5,6-dimethyl-3-(trifluoro methyl)pyridin-2-yl)quinolin-5-yl)propanoate FC1=C(C(=O)N[C@H](C(=O)OC)CC2=C3C=CC=NC3=C(C=C2)C2=NC(=C(C=C2C(F)(F)F)C)C)C(=CC=C1)F